C(C)(C)(C)OC(=O)N1C(OCC1)(C)C 2,2-dimethyl-oxazolidine-3-carboxylic acid tert-butyl ester